C(C)(C)(C)C1=CC2C(C3=CC(=CC=C3C2C=C1)C(C)(C)C)C(=C(C)C)C1=C(C(=CC(=C1)F)C(C)(C)C)OCOC 2,7-di-tert-butyl-9-{1-[3-tert-butyl-5-fluoro-2-(methoxymethoxy)phenyl]-2-methylpropan-1-en-1-yl}-9,9a-dihydro-4aH-fluorene